2-((1S,4S)-4-(6-fluoroquinolin-4-yl)cyclohexyl)propionitrile FC=1C=C2C(=CC=NC2=CC1)C1CCC(CC1)C(C#N)C